diamyl-antimony dithiocarbamate C(N)([S-])=S.C(CCCC)[Sb+]CCCCC